C1=CC=CC2=[NH+]C3=CC=CC=C3C=C12 acridinium